2-methyl-monoaminopropyl-aniline CC1=C(NCCCN)C=CC=C1